FC(C1=NN=C(O1)C1=CC(=C(CN2C(N(C3=C2C=CC(=C3)C=3OC=CC3)C3CCN(CC3)C)=O)C=C1)F)F 1-(4-(5-(difluoromethyl)-1,3,4-oxadiazol-2-yl)-2-fluorobenzyl)-5-(furan-2-yl)-3-(1-methylpiperidin-4-yl)-1,3-dihydro-2H-benzo[d]imidazol-2-one